ethyl (S)-2-(2-(2-methylazetidin-1-yl)-6,7-dihydro-5H-cyclopenta[d]pyrimidin-4-yl)imidazo[5,1-b]thiazole-7-carboxylate C[C@@H]1N(CC1)C=1N=C(C2=C(N1)CCC2)C2=CN1C(S2)=C(N=C1)C(=O)OCC